N1=C(C=CC2=CC=C3C=CC=NC3=C12)C=1C=C2C(=NC1)C1=C(O2)C=CC=C1O 3-(1,10-phenanthroline-2-yl)-benzofuro[3,2-b]pyridin-9-ol